FC1=C(C(=C(C(=C1N=O)F)F)F)F 1,2,3,4,5-pentafluoro-6-nitrosobenzene